3-amino-1-(quinolin-8-yl)propan-1-ol NCCC(O)C=1C=CC=C2C=CC=NC12